4-Cyclohexanedimethanol diacrylate C(C=C)(=O)OCC1CCC(CC1)COC(C=C)=O